FC(C1=CC(=NN1)C=1C(=NC=CC1)C1=NC=CC=C1)(F)F 5-trifluoromethyl-3-[2-pyridinylpyridinyl]Pyrazole